(E)-3-(5-fluoro-6-methyl-3-pyridyl)prop-2-enal FC=1C=C(C=NC1C)/C=C/C=O